N-[[4-[5-amino-4-cyano-1-(1-tetrahydrofuran-3-ylethyl)pyrazol-3-yl]phenyl]methyl]-5-fluoro-2-methoxy-benzamide NC1=C(C(=NN1C(C)C1COCC1)C1=CC=C(C=C1)CNC(C1=C(C=CC(=C1)F)OC)=O)C#N